COC([C@@H](N)CCC(=O)O)=O Z-glutamic acid methyl ester